(5S)-2-{[5-Chloro-4-(trifluoromethyl)pyridin-2-yl]methyl}-3-oxo-2,3,5,6,7,8-hexahydro[1,2,4]triazolo[4,3-a]pyridin ClC=1C(=CC(=NC1)CN1N=C2N(CCCC2)C1=O)C(F)(F)F